ethyl (3S)-3-{[(tert-butoxy)carbonyl]amino}-3-[2,3-difluoro-5-(4,4,5,5-tetramethyl-1,3,2-dioxaborolan-2-yl)phenyl]propanoate C(C)(C)(C)OC(=O)N[C@@H](CC(=O)OCC)C1=C(C(=CC(=C1)B1OC(C(O1)(C)C)(C)C)F)F